(S)-2-(3-(5-(trifluoromethyl)pyridin-2-yloxy)pyrrolidin-1-yl)benzoic acid FC(C=1C=CC(=NC1)O[C@@H]1CN(CC1)C1=C(C(=O)O)C=CC=C1)(F)F